4-(benzyloxy)-3,5-difluoropyridine C(C1=CC=CC=C1)OC1=C(C=NC=C1F)F